5-tert-Butyl-[1,2,4]oxadiazole-3-carboxylic acid {2-[2-(1,3,5-trimethyl-1H-pyrazol-4-yl)-3H-imidazo[4,5-b]pyridin-7-yl]-6,7,8,9-tetrahydro-5H-benzocyclohepten-5-yl}-amide CN1N=C(C(=C1C)C1=NC=2C(=NC=CC2C=2C=CC3=C(CCCCC3NC(=O)C3=NOC(=N3)C(C)(C)C)C2)N1)C